[Si](C)(C)(C(C)(C)C)O[C@@H]1[C@H](N(CCC1)C(=O)OC(C)(C)C)CO[Si](C)(C)C(C)(C)C tert-butyl (2R,3S)-3-((tert-butyldimethylsilyl)oxy)-2-(((tert-butyldimethylsilyl)oxy)methyl)piperidine-1-carboxylate